(1S,2R,5S)-8-(benzyloxy)-2,5-dimethyl-3,7,9-trioxo-N-(2,4,6-trifluorobenzyl)-2,3,4,5,7,9-hexahydro-1,6-methanopyrido[1,2-b][1,2,5]triazonine-10-carboxamide C(C1=CC=CC=C1)OC=1C(C(=CN2N3[C@@H](C(C[C@@H](N(C(C21)=O)C3)C)=O)C)C(=O)NCC3=C(C=C(C=C3F)F)F)=O